N-(2-(dimethylamino)ethyl)-3-(4-formyl-5-hydroxy-1H-benzo[d]Imidazol-2-yl)propionamide CN(CCNC(CCC1=NC2=C(N1)C=CC(=C2C=O)O)=O)C